FC=1C=2N(C=CC1)N=C(C2)[C@@H]2N(CCC1=C2N=CN1)C(=O)C=1OC(=NN1)C1=NC(=CC=C1)C (R)-(4-(4-fluoropyrazolo[1,5-a]pyridin-2-yl)-6,7-dihydro-1H-imidazo[4,5-c]pyridin-5(4H)-yl)(5-(6-methylpyridin-2-yl)-1,3,4-oxadiazol-2-yl)methanone